N-((1R,2S)-2-phenylcyclopropyl)-3-((4-(pyridin-4-yl)phenyl)amino)benzamide C1(=CC=CC=C1)[C@H]1[C@@H](C1)NC(C1=CC(=CC=C1)NC1=CC=C(C=C1)C1=CC=NC=C1)=O